hexahydro-5-hydroxy-5-methylcyclopenta[c]pyrrole OC1(CC2C(CNC2)C1)C